methyl ((4-(N-(3,4-dichloro-1H-indol-7-yl)sulfamoyl)phenyl) sulfonyl)glycinate ClC1=CNC2=C(C=CC(=C12)Cl)NS(=O)(=O)C1=CC=C(C=C1)S(=O)(=O)NCC(=O)OC